diethyl-2,2,3,3-tetramethylsuccinate C(C)OC(C(C(C(=O)OCC)(C)C)(C)C)=O